IC1=C(C=CC=C1)[C@H]1[C@H](C1)N(C([O-])=O)C(CCC)OC 1-(2-iodophenyl)-(S)-1-methoxybutyl-(S)-2-cyclopropylcarbamate